C(C1=CC=CC=C1)[C@@H](NC(OC(C)(C)C)OCC)C(N[C@@H](C(N[C@@H](C(N[C@H](C)CCCCNC(=O)OC(C)(C)C)OCC)CC(C)C)OCC)CC1=CC=CC=C1)OCC (6R,9R,12R,15R)-6,9-dibenzyl-15-(4-((tert-butoxycarbonyl)amino)butyl)-12-isobutyl-2,2-dimethyl-4,7,10,13-tetraethoxy-3-oxa-5,8,11,14-tetraazahexadecane